3-(3,4-dihydroxyphenyl)-2-hydroxy-propanoic acid OC=1C=C(C=CC1O)CC(C(=O)O)O